3-iodo-1-methyl-5-nitro-2,3-dihydropyrrolo[2,3-b]Pyridine IC1CN(C2=NC=C(C=C21)[N+](=O)[O-])C